C1=C2C3=C(C(NC2=CC=N1)=O)C1=C(N3)C=CN=C1 5,11-dihydro-6H-pyrido[3',4':4,5]pyrrolo[3,2-c][1,6]naphthyridin-6-one